di-iso-butylaluminum chloride C(C(C)C)[Al](CC(C)C)Cl